3-Methoxyacetophenone CC(=O)C1=CC(=CC=C1)OC